(2S,4R)-N-((R)-1-(4-carbamimidoylthiophen-2-yl)-3-methylbutyl)-4-(difluoromethoxy)-1-((4-phenoxybenzoyl)glycyl)pyrrolidine-2-carboxamide C(N)(=N)C=1C=C(SC1)[C@@H](CC(C)C)NC(=O)[C@H]1N(C[C@@H](C1)OC(F)F)C(CNC(C1=CC=C(C=C1)OC1=CC=CC=C1)=O)=O